O1CCC(CC1)N1N=CC=C1N 1-(tetrahydro-2H-pyran-4-yl)-1H-pyrazol-5-amine